bis(2,4-difluorophenyl)iodophosphine FC1=C(C=CC(=C1)F)P(I)C1=C(C=C(C=C1)F)F